CN(CCC=1NC2=C(N1)C(=C1C(=C2F)CC(C1)CN1CCC2(CN(C(O2)=O)C2=NC3=C(OCC(N3)=O)N=C2)CC1)F)C 6-[8-[[2-[2-(dimethylamino)ethyl]-4,8-difluoro-3,5,6,7-tetrahydrocyclopenta[f]benzimidazol-6-yl]methyl]-2-oxo-1-oxa-3,8-diazaspiro[4.5]decan-3-yl]-4H-pyrazino[2,3-b][1,4]oxazin-3-one